FC1=C(C(=CC=C1)F)N1C(C(=CC2=C1N=C(N=C2)NC2CCN(CC2)S(=O)(=O)C)C#N)=O 8-(2,6-difluorophenyl)-2-((1-(methylsulfonyl)piperidin-4-yl)amino)-7-oxo-7,8-dihydropyrido[2,3-d]pyrimidine-6-carbonitrile